piperidin-1-sulfonamid N1(CCCCC1)S(=O)(=O)N